4-(methoxymethyl)-2-methyl-oxazole COCC=1N=C(OC1)C